(2-(((3S,6S)-6-Methylpiperidin-3-yl)amino)-5-(trifluoromethyl)pyrimidin-4-yl)-7-(1-oxidophospholan-1-yl)-1H-indole-6-carbonitrile C[C@H]1CC[C@@H](CN1)NC1=NC=C(C(=N1)N1C=CC2=CC=C(C(=C12)P1(CCCC1)=O)C#N)C(F)(F)F